ClC=1C=CC(=C(C1)C1=CC(=C(N=N1)C)NC1=CC(=NC=C1)NC(=O)C1CCN(CC1)C)F N-(4-{[6-(5-Chloro-2-Fluorophenyl)-3-Methylpyridazin-4-yl]Amino}Pyridin-2-yl)-1-Methylpiperidin-4-Carboxamid